(S)-2-((5-bromo-8-hydroxy-1,2,3,4-tetrahydroisoquinolin-1-yl)methyl)isoindolin-1-one BrC1=C2CCN[C@@H](C2=C(C=C1)O)CN1C(C2=CC=CC=C2C1)=O